C(CCCCC(=O)OC1CCC1)(=O)OC1CCC1 dicyclobutyl adipate